COC1=CC(=C(C=C1)C1=CN=C2C(=N1)N(C=N2)C(C)C=2C=C1C=CC=NC1=CC2)C 6-(1-(6-(4-methoxy-2-methylphenyl)-1H-imidazo[4,5-b]pyrazin-1-yl)ethyl)quinoline